decylparaben sebacate C(CCCCCCCCC(=O)O)(=O)O.C(CCCCCCCCC)OC(=O)C1=CC=C(O)C=C1